benzyl tetrahydro-2H-pyran-3-ylcarbamate O1CC(CCC1)NC(OCC1=CC=CC=C1)=O